FC=1C=C(COC2=C(C#N)C=C(C=C2)[N+](=O)[O-])C=CC1 2-((3-fluorobenzyl)oxy)-5-nitrobenzonitrile